[Mg].C=O formaldehyde, magnesium salt